methyl 4-((4-(4-(trifluoromethyl)piperidin-1-yl)phenyl)amino)cyclohexane-1-carboxylate FC(C1CCN(CC1)C1=CC=C(C=C1)NC1CCC(CC1)C(=O)OC)(F)F